N-(5-(3-chlorocinnolin-6-yl)thiazol-2-yl)-6,6-dimethyltetrahydro-2H-pyran-3-carboxamide ClC=1N=NC2=CC=C(C=C2C1)C1=CN=C(S1)NC(=O)C1COC(CC1)(C)C